4-amino-N-methyl-N-((3R)-6-(trifluoromethyl)-2,3-dihydrofuro[3,2-c]pyridin-3-yl)-1,3-dihydrofuro[3,4-c]quinoline-8-carboxamide NC1=NC=2C=CC(=CC2C2=C1COC2)C(=O)N([C@H]2COC1=C2C=NC(=C1)C(F)(F)F)C